tert-butyl (2-((tert-butoxy((R)-2-hydroxy-3-(((E)-octadec-2-en-1-yl)oxy)propoxy)phosphoryl)oxy)ethyl)carbamate C(C)(C)(C)OP(=O)(OC[C@@H](COC\C=C\CCCCCCCCCCCCCCC)O)OCCNC(OC(C)(C)C)=O